(S,2R)-N'-((7-fluorotricyclo[6.2.0.03,6]deca-1,3(6),7-trien-2-yl)carbamoyl)-2-(hydroxymethyl)-2-methyl-2,3-dihydropyrazolo[5,1-b]oxazole-7-sulfonimidamide FC=1C=2CCC2C(=C2CCC12)NC(=O)N=[S@@](=O)(N)C=1C=NN2C1O[C@@](C2)(C)CO